N-(2-aminoethyl)aminopropyl-diethoxysilane NCCNCCC[SiH](OCC)OCC